tert-butyl (1R,5S)-3-(6-chloro-1-(3-(dimethylamino)propyl)-8-fluoro-7-((S or R)-3-hydroxynaphthalen-1-yl)-2-oxo-1,2-dihydroquinazolin-4-yl)-3,8-diazabicyclo[3.2.1]Octane-8-carboxylate ClC=1C=C2C(=NC(N(C2=C(C1C1=CC(=CC2=CC=CC=C12)O)F)CCCN(C)C)=O)N1C[C@H]2CC[C@@H](C1)N2C(=O)OC(C)(C)C